BrC1=C(C2=CC=CC=C2C(=C1)[N+](=O)[O-])N 2-Bromo-4-nitronaphthalen-1-amine